COC(=O)C=1C2=C(N=CC1)N(N=C2I)C2=CC=C(C=C2)OC(F)(F)F 3-iodo-1-(4-(trifluoromethoxy)phenyl)-1H-pyrazolo[3,4-b]pyridine-4-carboxylic acid methyl ester